tert-butyl (R)-2-(3-(4-decylphenyl)-1,2,4-oxadiazol-5-yl)morpholine-4-carboxylate C(CCCCCCCCC)C1=CC=C(C=C1)C1=NOC(=N1)[C@H]1CN(CCO1)C(=O)OC(C)(C)C